(3-fluoropyridin-4-yl)boronic acid FC=1C=NC=CC1B(O)O